FC(OC=1C=C(C=CC1)N1C(N(C2=C1C=CC(=C2)C(=O)NC2(CCS(CC2)(=O)=O)C)C(C(F)F)C)=O)F 1-(3-(Difluoromethoxy)phenyl)-3-(1,1-difluoropropan-2-yl)-N-(4-methyl-1,1-dioxidotetrahydro-2H-thiopyran-4-yl)-2-oxo-2,3-dihydro-1H-benzo[d]imidazole-5-carboxamide